(1R)-1-(3-ethoxyphenyl)ethylamine C(C)OC=1C=C(C=CC1)[C@@H](C)N